Bis(β-[4-azidosalicylamido]ethyl) disulfide N(=[N+]=[N-])C=1C=C(C(C(=O)NCCSSCCNC(C=2C(O)=CC(=CC2)N=[N+]=[N-])=O)=CC1)O